NC1=NC=2C=CC=CC2C2=C1N=C(N2CC(CO)(CO)C)CC 2-((4-amino-2-ethyl-1H-imidazo[4,5-c]quinolin-1-yl)methyl)-2-methylpropane-1,3-diol